CN1COCC(C1)C 3,5-dimethyl-1,3-oxazinane